tert-butyl 1-((7-ethoxy-4-(1-methyl-3-phenyl-1H-pyrazol-4-yl) pyrido[3,2-d]pyrimidin-6-yl) carbamoyl)-3-azabicyclo[3.1.0]hexane-3-carboxylate C(C)OC1=CC=2N=CN=C(C2N=C1NC(=O)C12CN(CC2C1)C(=O)OC(C)(C)C)C=1C(=NN(C1)C)C1=CC=CC=C1